F.N1N=NC2=C1C=CC(=C2)N 1H-1,2,3-benzotriazole-5-amine hydrofluoride